(2RS)-N-{4-[cis-3-anilino-4-oxo-1,4,5,5a,6,7,8,8a-octahydrocyclopenta[b]pyrrolo[2,3-d]pyridin-2-yl]pyridin-2-yl}-4,4-difluoro-2-(4-fluorophenyl)butanamide N(C1=CC=CC=C1)C1=C(NC=2[C@@H]3[C@H](NC(C21)=O)CCC3)C3=CC(=NC=C3)NC([C@H](CC(F)F)C3=CC=C(C=C3)F)=O |&1:28|